C1(=CC=CC=C1)C1=CC=CC=2C3=C(SC21)C(=CC=C3)C3=CC=C(C=C3)C3=CC(=CC=C3)C3=NC(=NC(=N3)C3=CC=CC=C3)C3=CC=CC=C3 2-{4'-(6-phenyldibenzothiophen-4-yl)-1,1'-Biphenyl-3-yl}-4,6-diphenyl-1,3,5-triazine